5-(2,6-dichloro-4-nitrophenoxy)-1-(4-methylbenzenesulfonyl)indole ClC1=C(OC=2C=C3C=CN(C3=CC2)S(=O)(=O)C2=CC=C(C=C2)C)C(=CC(=C1)[N+](=O)[O-])Cl